2-(2-fluoro-5-(neopentyloxy)phenyl)-4,4,5,5-tetramethyl-1,3,2-dioxaborolane FC1=C(C=C(C=C1)OCC(C)(C)C)B1OC(C(O1)(C)C)(C)C